(E)-N'-(3-allyl-2-hydroxybenzylidene)-2-(4-benzyl-piperazin-1-yl)acethydrazide C(C=C)C=1C(=C(\C=N\NC(CN2CCN(CC2)CC2=CC=CC=C2)=O)C=CC1)O